6-(5-cyanopyridin-2-yl)-N-(1-(4-fluorophenyl)ethyl)-1-(2-morpholinoethyl)-2-oxo-1,2-dihydro-1,8-naphthyridine-3-carboxamide C(#N)C=1C=CC(=NC1)C=1C=C2C=C(C(N(C2=NC1)CCN1CCOCC1)=O)C(=O)NC(C)C1=CC=C(C=C1)F